7-methoxy-N-[(1H-pyrazol-5-yl)methyl]-6-[3-(pyrrolidin-1-yl)propoxy]-1H,2H,3H-cyclopenta[b]quinolin-9-amine COC1=CC=2C(=C3C(=NC2C=C1OCCCN1CCCC1)CCC3)NCC3=CC=NN3